CC=1C(=NC(=NC1)NC1=CC=C(C=C1)N1CCN(CC1)C)NC1=CC=C2C=NN(C2=C1)C 5-methyl-N4-(1-methyl-1H-indazol-6-yl)-N2-(4-(4-methylpiperazin-1-yl)phenyl)pyrimidine-2,4-diamine